(Z)-3-((1H-pyrrol-2-yl)methylene)-5-((3-fluoro-5-methylbenzyl)amino)indolin-2-one N1C(=CC=C1)\C=C\1/C(NC2=CC=C(C=C12)NCC1=CC(=CC(=C1)C)F)=O